CN1N=C(C=2C1=NC=C(C2)C=2N=C1N(C(C2)=O)C=C(C=C1C(C)NC1=C(C(=O)OC(C)(C)C)C=CC=C1)C)C tert-butyl 2-((1-(2-(1,3-dimethyl-1H-pyrazolo[3,4-b]pyridin-5-yl)-7-methyl-4-oxo-4H-pyrido[1,2-a]pyrimidin-9-yl)ethyl)amino)benzoate